FC(C1=NC(=NC(=N1)C(F)(F)F)N1[C@H](C=2NC3=CC=C(C=C3C2CC1)Cl)CCC=C)(F)F (1S)-2-[4,6-bis(trifluoromethyl)-1,3,5-triazin-2-yl]-1-but-3-enyl-6-chloro-1,3,4,9-tetrahydropyrido[3,4-b]indole